O1-isohexyl O12-[4-[2-[3-[4-[3-[2-[4-(12-isohexyloxy-12-oxododecanoyl)oxyphenyl]acetyl]-oxypropyl]piperazin-1-yl]propoxy]-2-oxoethyl]phenyl] dodecanedioate C(CCCCCCCCCCC(=O)OC1=CC=C(C=C1)CC(=O)OCCCN1CCN(CC1)CCCOC(CC1=CC=C(C=C1)OC(CCCCCCCCCCC(=O)OCCCC(C)C)=O)=O)(=O)OCCCC(C)C